3-(5-chlorothiophene-2-yl)-1-(2,2-difluoroethyl)-1H-indazole-5-carboxylic acid methyl ester COC(=O)C=1C=C2C(=NN(C2=CC1)CC(F)F)C=1SC(=CC1)Cl